9-(3-hydroxycyclobutyl)-7-methyl-2-((7-methyl-[1,2,4]triazolo[1,5-a]pyridin-6-yl)amino)-7,9-dihydro-8H-purin-8-one OC1CC(C1)N1C2=NC(=NC=C2N(C1=O)C)NC=1C(=CC=2N(C1)N=CN2)C